4-bromo-2,5-dichlorobenzoic acid BrC1=CC(=C(C(=O)O)C=C1Cl)Cl